C(N)(=O)C1=CC=2OCC3(CN(C3)C(=O)OC(C)(C)C)COC=3C=C(C=C(C3NCCCCNC2C(=C1)[N+](=O)[O-])[N+](=O)[O-])C(N)=O tert-butyl 9,22-dicarbamoyl-11,20-dinitro-spiro[2,6-dioxa-13,18-diazatricyclo[17.4.0.07,12]tricosa-1(19),7(12),8,10,20,22-hexaene-4,3'-azetidine]-1'-carboxylate